5-((2R,5S)-5-methylpiperidin-2-yl)-2-(1-(pyrrolidin-1-yl)propan-2-yl)benzo[d]thiazole C[C@H]1CC[C@@H](NC1)C=1C=CC2=C(N=C(S2)C(CN2CCCC2)C)C1